5-fluoro-o-veratraldehyde FC=1C=C(C(=C(C=O)C1)OC)OC